dimethyl 5-norbornene-2,3-dicarboxylate C12C(C(C(C=C1)C2)C(=O)OC)C(=O)OC